C[C@@H]1O[C@@H](CN(C1)CC1=CC=C(C=C1)C(C)N1C[C@@H](N(C[C@H]1CC)C=1C2=C(N(C(N1)=O)C)C=CC(=N2)C#N)CC)C 4-((2S,5R)-4-(1-(4-(((2S,6R)-2,6-dimethylmorpholino)methyl)phenyl)ethyl)-2,5-diethylpiperazin-1-yl)-1-methyl-2-oxo-1,2-dihydropyrido[3,2-d]pyrimidine-6-carbonitrile